COC1=CC=C(C=C1)C1=NC(=NO1)C=NNC1=NC=C(C=C1)C(F)(F)F 2-(2-[[5-(4-methoxyphenyl)-1,2,4-oxadiazol-3-yl]methylidene]hydrazino)-5-(trifluoromethyl)pyridine